tert-Butyl 2-(5-chloro-2-methoxy-6'-methyl-[3,4'-bipyridine]-3'-carboxamido)-4,6-dihydro-5H-pyrrolo[3,4-d]thiazole-5-carboxylate ClC=1C=C(C(=NC1)OC)C1=C(C=NC(=C1)C)C(=O)NC=1SC2=C(N1)CN(C2)C(=O)OC(C)(C)C